titanium dihydroxy bis(lactate) C(C(O)C)(=O)OO.C(C(O)C)(=O)OO.[Ti]